tert-butyl (2R,6S)-4-(8-bromo-3-iodocinnolin-5-yl)-2,6-dimethylpiperazine-1-carboxylate BrC=1C=CC(=C2C=C(N=NC12)I)N1C[C@H](N([C@H](C1)C)C(=O)OC(C)(C)C)C